3-bromo-1-(3-chloropyridin-2-yl)-N-(1-(phenylcarbamoyl)-2-(thiophen-3-yl)cyclopropyl)-1H-pyrazole-5-carboxamide BrC1=NN(C(=C1)C(=O)NC1(C(C1)C1=CSC=C1)C(NC1=CC=CC=C1)=O)C1=NC=CC=C1Cl